BrC=1C=NN(C1)C1CCNCC1 4-(4-bromo-1H-pyrazol-1-yl)piperidine